ClC=1C=C(C=CC1F)NC1=NC=NC2=CC(=C(C=C12)NC(\C=C\CN1CCN(CC1)CC1=C(C=NC=C1)N1C(NC(CC1)=O)=O)=O)OC (E)-N-(4-((3-chloro-4-fluorophenyl)amino)-7-methoxyquinazolin-6-yl)-4-(4-((3-(2,4-dioxotetrahydropyrimidin-1(2H)-yl)pyridin-4-yl)methyl)piperazin-1-yl)but-2-enamide